N-(2-aminophenyl)-4-methylbenzenesulfonamide CC1=CC=C(C=C1)S(=O)(=O)NC2=CC=CC=C2N